4-(7-(benzyloxy)-6-methoxyquinazolin-4-yl)-1,4-diazepan-1-carboxylate C(C1=CC=CC=C1)OC1=C(C=C2C(=NC=NC2=C1)N1CCN(CCC1)C(=O)[O-])OC